C=C1C(=C=O)O1 diepoxybutadiene